methyltriethylammonium sulfate S(=O)(=O)([O-])[O-].C[N+](CC)(CC)CC.C[N+](CC)(CC)CC